OC1=C(C=C(C=C1)C(CCC(=O)O)(C)C1=CC(=C(C=C1)O)C(C)(C)C)C(C)(C)C.C(CCC)(=O)N N-butyramide 4,4-bis(4'-hydroxy-3'-tert-butyl-phenyl)valerate